CS(=O)(=O)/C=C/CNC(=O)C=1C(=NC(=NC1)SC)OC1=CC=CC=C1 (E)-N-(3-(methylsulfonyl)allyl)-2-(methylsulfanyl)-4-phenoxypyrimidine-5-carboxamide